ClC1=C(C(=O)[NH-])C=CC(=C1)Cl 2,4-dichlorobenzoyl-amide